4,6-dichloro-5-phenyl-2-methylpyrimidine ClC1=NC(=NC(=C1C1=CC=CC=C1)Cl)C